9-[1-[[6-chloro-2-(1-methylpyrazol-4-yl)-3-pyridinyl]amino]ethyl]-3-[1-[(2S)-2-hydroxypropyl]-4-piperidinyl]-4,7-dimethyl-pyrazolo[3,4-c]isoquinolin-5-one ClC1=CC=C(C(=N1)C=1C=NN(C1)C)NC(C)C=1C=2C3=C(N(C(C2C=C(C1)C)=O)C)N(N=C3)C3CCN(CC3)C[C@H](C)O